quaterpyridine C1=CC=NC(=C1)C2=C(N=CC=C2)C3=C(N=CC=C3)C4=CC=CC=N4